N[C@@H](CS)C(=O)N[C@@H](CCC(=O)O)C(=O)O cysteinyl-glutamic acid